tetrakis(2-(1-heptyl-1H-1,2,3-triazol-5-yl)ethyl) 3,3',3'',3'''-((((piperazine-1,4-diylbis(ethane-2,1-diyl))bis(oxy))bis(ethane-2,1-diyl))bis(azanetriyl))tetrapropionate N1(CCN(CC1)CCOCCN(CCC(=O)OCCC1=CN=NN1CCCCCCC)CCC(=O)OCCC1=CN=NN1CCCCCCC)CCOCCN(CCC(=O)OCCC1=CN=NN1CCCCCCC)CCC(=O)OCCC1=CN=NN1CCCCCCC